(1,2,2,6,6-pentamethyl-4-piperidyl)-1,2,2,6,6-pentamethyl-4-piperidylamine CN1C(CC(CC1(C)C)NC1CC(N(C(C1)(C)C)C)(C)C)(C)C